N-(4-isopropylphenyl)-4-(pyrazolo[1,5-b]pyridazin-3-yl)pyrimidin-2-amine C(C)(C)C1=CC=C(C=C1)NC1=NC=CC(=N1)C=1C=NN2N=CC=CC21